3-(3-bromophenyl)oxazolidin-2-one BrC=1C=C(C=CC1)N1C(OCC1)=O